C(C)(C)N(C(C)C)C(N(C(C)C)C(C)C)C=C[SiH3] bis(di-iso-propylamino)methylvinylsilane